N-tert-butyl-2-({2-[4-(2-fluoroethoxy)pyridin-2-yl]-5H,6H,7H-cyclopenta[d]pyrimidin-4-yl}(methyl)amino)acetamide C(C)(C)(C)NC(CN(C)C=1C2=C(N=C(N1)C1=NC=CC(=C1)OCCF)CCC2)=O